1-(1,3-Benzothiazol-6-yl)methylamine S1C=NC2=C1C=C(C=C2)CN